lithium octadecylamine C(CCCCCCCCCCCCCCCCC)N.[Li]